C(#N)C1=C(C=NN1C)S(=O)(=O)NC=1C=CC(=C2C(=CNC12)C#N)C 5-cyano-N-(3-cyano-4-methyl-1H-indol-7-yl)-1-methyl-pyrazole-4-sulfonamide